C(C)(C)(C)OC(=O)C=1C(C(=C(N(C1C1=CC(=C(C=C1)Cl)Cl)CC)C)C=1C(=CC(=C(C(=O)O)C1)Cl)F)=O 5-[5-tert-Butoxycarbonyl-6-(3,4-dichlorophenyl)-1-ethyl-2-methyl-4-oxo-3-pyridinyl]-2-chloro-4-fluoro-benzoic acid